bis-hydroxyethyl-lauryl-amine OCCN(CCCCCCCCCCCC)CCO